Methyl 4-Bromo-5-Hydroxy-2-Methylbenzoate BrC1=CC(=C(C(=O)OC)C=C1O)C